3-{7-[tert-butyldiphenylsilyloxy]-8,8-difluoro-5-(trifluoromethylthio)bicyclo[4.2.0]oct-1,3,5-triene-2-enyloxy}-5-fluorobenzamide [Si](C1=CC=CC=C1)(C1=CC=CC=C1)(C(C)(C)C)OC1C2=C(C(=C=C=C2C1(F)F)OC=1C=C(C(=O)N)C=C(C1)F)SC(F)(F)F